CC1=C(C=CC=C1)CN1C(CCC1=O)CC(=O)N[C@@H](C(=O)N[C@H](C(=O)O)CC1=CC=CC=C1)CC1=CC=CC=C1 (2S)-2-[[(2R)-2-[[2-[1-[(2-methylphenyl)methyl]-5-oxopyrrolidin-2-yl]acetyl]amino]-3-phenylpropanoyl]amino]-3-phenylpropionic acid